N-(6-((4-(2-(4-((8-(4-aminobutoxy)octyl)oxy)phenyl)propan-2-yl)phenoxy)methyl)pyrazin-2-yl)methylsulfonamide NCCCCOCCCCCCCCOC1=CC=C(C=C1)C(C)(C)C1=CC=C(OCC2=CN=CC(=N2)CNS(=O)=O)C=C1